(S)-2-chloro-N-(2-cyano-5-((oxetan-2-ylmethyl)amino)pyridin-4-yl)acetamide ClCC(=O)NC1=CC(=NC=C1NC[C@H]1OCC1)C#N